tert-butyl N-[(1S)-4-[4-bromo-1-oxo-6-[5-(trifluoromethyl)pyrimidin-2-yl]-2-isoquinolyl]-1-methyl-butyl]carbamate BrC1=CN(C(C2=CC=C(C=C12)C1=NC=C(C=N1)C(F)(F)F)=O)CCC[C@H](C)NC(OC(C)(C)C)=O